C(CCCCCCCCCCC)S[Sn](CCCCCCCC)(CCCCCCCC)SCCCCCCCCCCCC bis(dodecylsulfanyl)dioctyltin